methyl 3-amino-2-naphthoate NC=1C(=CC2=CC=CC=C2C1)C(=O)OC